tetradecatriene-8,10-diyne C=CC=CC=CCC#CC#CCCC